CC1C(CC1(C)C)=O 2,3,3-trimethylcyclobutan-1-one